(R)-2-hydroxypropyl hydrogen ((R)-3-hydroxy-2-(5-(4-methoxy-3-propoxyphenyl)pyridin-3-yl)propyl)boronate OC[C@H](CB(OC[C@@H](C)O)O)C=1C=NC=C(C1)C1=CC(=C(C=C1)OC)OCCC